(6-(((6aR,8R)-2-(3,5-difluoro-2-methoxy-phenyl)-6a-ethyl-5,6,6a,7,8,9-hexahydropyrrolo[1',2':4,5]pyrazino[2,3-c]pyridazin-8-yl)oxy)pyridin-3-yl)methanol FC=1C(=C(C=C(C1)F)C=1C=C2C(=NN1)NC[C@@]1(N2C[C@@H](C1)OC1=CC=C(C=N1)CO)CC)OC